8-chloro-1-methylimidazo[1,5-a]pyrido[3,4-e]pyrazin-4(5H)-one ClC1=CC2=C(NC(C=3N2C(=NC3)C)=O)C=N1